(3S,4S)-3-((6-(7-chloroimidazo[1,2-b]pyridazin-3-yl)pyridin-2-yl)amino)-4-fluoropyrrolidine-1-carboxylic acid tert-butyl ester C(C)(C)(C)OC(=O)N1C[C@@H]([C@H](C1)F)NC1=NC(=CC=C1)C1=CN=C2N1N=CC(=C2)Cl